NC(CCC1CC1)(C1=NC=CC=C1)C=1C=CC(=C(C1)NC(=O)[C@@H]1N(C[C@@H](C1)OC)C(=O)NC1=CC=C(C=C1)Cl)F (2r,4r)-N2-(5-((+)-1-amino-3-cyclopropyl-1-(pyridin-2-yl)propyl)-2-fluorophenyl)-N1-(4-chlorophenyl)-4-methoxypyrrolidine-1,2-dicarboxamide